N-benzyl-5-(2-chloroacetimidamido)pentanamide C(C1=CC=CC=C1)NC(CCCCNC(CCl)=N)=O